FC1=CC=C(C=C1)COCC1(COC1)CC 4-fluoro-[1-(3-ethyl-3-oxetylmethoxy)methyl]benzene